CN(\C(\C1=CC=CC=C1)=C\1/C(NC2=CC(=CC=C12)C(N)=O)=O)C1CCNCC1 3-Z-[1-(N-methyl-piperidine-4-yl-amino)-1-phenyl-methylene]-6-carbamoyl-2-indolinone